butyl 3-(4,7-difluoro-1-benzofuran-3-yl)-5,6-dihydro-2H-pyridine-1-carboxylate FC1=CC=C(C2=C1C(=CO2)C=2CN(CCC2)C(=O)OCCCC)F